8-((5-bromopentyl)oxy)-7-methoxy-3-methyl-4-phenyl-1,2,3,4-tetrahydro-5H-benzo[e][1,4]diazepin-5-one BrCCCCCOC=1C(=CC2=C(NCC(N(C2=O)C2=CC=CC=C2)C)C1)OC